FC(C=1C(=C(C=CC1)[C@@H](C)NC=1C2=C(N=C(N1)C)N=CC(=C2)C2CCOCC2)F)F (R)-4-((1-(3-(difluoromethyl)-2-fluorophenyl)ethyl)amino)-2-methyl-6-(tetrahydro-2H-pyran-4-yl)pyrido[2,3-d]pyrimidin